isoquinoline-3-ylbenzenesulfonate C1=NC(=CC2=CC=CC=C12)OS(=O)(=O)C1=CC=CC=C1